sodium peroxomonosulfate S(=O)(=O)(O[O-])[O-].[Na+].[Na+]